N-(2-(dimethylamino)ethyl)-4-(1H-pyrrolo[2,3-b]pyridin-5-yl)benzo[b]thiophene-2-carboxamide CN(CCNC(=O)C1=CC2=C(S1)C=CC=C2C=2C=C1C(=NC2)NC=C1)C